N-t-butoxycarbonyl-3-(4-cyanophenyl)oxaaziridine C(C)(C)(C)OC(=O)N1OC1C1=CC=C(C=C1)C#N